7-(3-methoxy-1-naphthyl)-4-[4-[2,3,4,5-tetrakis(fluoranyl)-6-[tris(fluoranyl)methyl]phenyl]sulfonylpiperazin-1-yl]-6,8-dihydro-5H-pyrido[3,4-d]pyrimidine COC=1C=C(C2=CC=CC=C2C1)N1CC=2N=CN=C(C2CC1)N1CCN(CC1)S(=O)(=O)C1=C(C(=C(C(=C1C(F)(F)F)F)F)F)F